FC(C=1C=C(C=C(C1)C(F)(F)F)C=1N=CN(C1)\C=C/C(=O)N1CC(C1)(F)F)(F)F (Z)-3-(4-(3,5-bis(trifluoromethyl)phenyl)-1H-imidazol-1-yl)-1-(3,3-difluoroazetidin-1-yl)prop-2-en-1-one